ClC1=CC=C(CNC(=O)C2=NC=C3N2CCN(C3=O)CC3(CC3)S(=O)(=O)C(CO)(CO)C)C=C1 N-(4-chlorobenzyl)-7-((1-((1,3-dihydroxy-2-methylpropan-2-yl)sulfonyl)cyclopropyl)methyl)-8-oxo-5,6,7,8-tetrahydroimidazo[1,5-a]pyrazine-3-carboxamide